CC1=C(C(=C(C(=C1C=O)O)C)O)C The molecule is a dihydroxybenzaldehyde that is 2,4-dihydroxybenzaldehyde in which all three phenyl hydrogens have been replaced by methyl groups. It is a dihydroxybenzaldehyde and a polyketide.